3,5-dibromo-1-{[2-(trimethylsilyl)ethoxy]methyl}-1H-pyrazole-4-carbonitrile BrC1=NN(C(=C1C#N)Br)COCC[Si](C)(C)C